phenyl-1',5',10',10a'-tetrahydro-3'H-spiro[cyclohexane-1,2'-pyrrolo[1,2-b]cinnoline]-3'-one C1(=CC=CC=C1)C1C2(C(N3NC=4C=CC=CC4CC31)=O)CCCCC2